C(C)N(C1=CC2=C(C(N(N=C2C(C)C)CC(=O)O)=O)S1)C 2-[2-[ethyl-(methyl)amino]-4-isopropyl-7-oxo-thieno[2,3-d]pyridazin-6-yl]acetic acid